CC1C(=O)CCS1 The molecule is a member of the class of tetrahydrothiophenes that is thiolane substituted by a methyl group at position 2 and an oxo group at position 3 respectively. It has a role as a flavouring agent and a metabolite. It is a member of tetrahydrothiophenes and a cyclic ketone. It derives from a hydride of a tetrahydrothiophene.